C(C)(C)(C)OC(=O)N1CCN(CC1)C1=C(C(=CC=C1)NCC1=CC(=C(C=C1)Cl)Cl)[N+](=O)[O-] 4-(3-((3,4-dichlorobenzyl)amino)-2-nitrophenyl)piperazine-1-carboxylic acid tert-butyl ester